4-[7-fluoro-2-(oxan-2-yl)indazol-4-yl]-2-[(4-methoxyphenyl)methoxy]-6-[(3R)-oxolan-3-yl]oxy-1,7-phenanthrolin-3-amine FC1=CC=C(C2=CN(N=C12)C1OCCCC1)C1=C(C(=NC2=C3C=CC=NC3=C(C=C12)O[C@H]1COCC1)OCC1=CC=C(C=C1)OC)N